(R)-7-((5-(3-((dimethylamino)-methyl)-3-hydroxypiperidin-1-yl)pyridin-2-yl)amino)-4-(7-fluoroimidazo[1,2-a]pyridin-3-yl)isoindolin-1-one CN(C)C[C@]1(CN(CCC1)C=1C=CC(=NC1)NC=1C=CC(=C2CNC(C12)=O)C1=CN=C2N1C=CC(=C2)F)O